N-(5-(N-Isobutylsulfamoyl)-5,6-dihydro-4H-pyrrolo[3,4-d]thiazol-2-yl)-4-(2-methoxyphenyl)-6-methylnicotinamide C(C(C)C)NS(=O)(=O)N1CC=2N=C(SC2C1)NC(C1=CN=C(C=C1C1=C(C=CC=C1)OC)C)=O